8-(2-benzylmorpholino)-5,6,7,8-tetrahydro-1,6-naphthyridine-2-carboxylic acid hydrochloride Cl.C(C1=CC=CC=C1)C1OCCN(C1)C1CNCC=2C=CC(=NC12)C(=O)O